C(CCCC)OC(C(O)C)=O.N=S1C(N=CC1=CC1=CC=CC=C1)=O imino-(benzylidene)thiazolinone n-Amyllactat